BrC1=C2C=CN(C2=CC(=C1)F)S(=O)(=O)CC 4-bromo-1-(ethylsulfonyl)-6-fluoro-1H-indole